(2S)-2-(6-(3-methyl-1H-pyrrolo[2,3-b]pyridin-5-yl)-2-(tetrahydrofuran-3-carbonyl)-1,2,3,4-tetrahydroisoquinolin-8-yl)pyrrolidine-1-carboxylic acid tert-butyl ester C(C)(C)(C)OC(=O)N1[C@@H](CCC1)C=1C=C(C=C2CCN(CC12)C(=O)C1COCC1)C=1C=C2C(=NC1)NC=C2C